(S)-2,3-bis((tert-butoxycarbonyl)amino)propanoate C(C)(C)(C)OC(=O)N[C@H](C(=O)[O-])CNC(=O)OC(C)(C)C